4-[2-chloro-4-[[3-[1-(2-cyanoethyl)-3-(trifluoromethyl)pyrazol-4-yl]imidazo[1,2-a]pyrazin-8-yl]amino]benzoyl]-N-[(3S)-pyrrolidin-3-yl]piperazine-1-carboxamide formate C(=O)O.ClC1=C(C(=O)N2CCN(CC2)C(=O)N[C@@H]2CNCC2)C=CC(=C1)NC=1C=2N(C=CN1)C(=CN2)C=2C(=NN(C2)CCC#N)C(F)(F)F